8-(4-(methoxy)phenyl)-N-(3-(4-propylpiperazin-1-yl)phenyl)quinazolin-2-amine COC1=CC=C(C=C1)C=1C=CC=C2C=NC(=NC12)NC1=CC(=CC=C1)N1CCN(CC1)CCC